(benzyloxy)-6-iodo-1-propylquinoline-2,4(1H,3H)-dione C(C1=CC=CC=C1)OC1C(N(C2=CC=C(C=C2C1=O)I)CCC)=O